2-(4-methylbenzyl)-2-(dimethylamino)-1-(4-morpholinyl)-1-propanone CC1=CC=C(CC(C(=O)N2CCOCC2)(C)N(C)C)C=C1